C1(CC1)C=1C=C(C=2N(C1)C=C(N2)C(=O)OCC)N2CCN(CC2)C ethyl 6-cyclopropyl-8-(4-methylpiperazin-1-yl)imidazo[1,2-a]pyridine-2-carboxylate